[Ar].[Cs] cesium argon